FC1(C(C1)NC(=O)C1=CC=C(C(=N1)F)C=1CCN(CC1)CC=1C(=C2NC(C=3N(C2=CC1)C=CC3)=O)F)F N-(2,2-difluorocyclopropyl)-2-fluoro-1'-((6-fluoro-4-oxo-4,5-dihydropyrrolo[1,2-a]quinoxalin-7-yl)methyl)-1',2',3',6'-tetrahydro-[3,4'-bipyridine]-6-carboxamide